Hydroxyphenylpropyl acrylate C(C=C)(=O)OCCC(C1=CC=CC=C1)O